(3R,5R,6S)-3-(4-fluorobutyl)-2-oxo-5,6-diphenylmorpholine-4-carboxylic acid tert-butyl ester C(C)(C)(C)OC(=O)N1[C@@H](C(O[C@H]([C@H]1C1=CC=CC=C1)C1=CC=CC=C1)=O)CCCCF